ClC=1C=NC(=NC1)C=1C(=CC(=NC1)NC(C)=O)NC1=NC(=NC=C1)C(C)(F)F N-(5-(5-chloropyrimidin-2-yl)-4-((2-(1,1-difluoroethyl)pyrimidin-4-yl)amino)pyridin-2-yl)acetamide